C[SiH](C)[Zr](C1C(=CC2=C(C=CC=C12)C1=CC(=CC(=C1)C)C)C)C1C(=CC2=C(C=CC=C12)C1=CC(=CC(=C1)C)C)C dimethylsilyl-bis[2-methyl-4-(3,5-dimethylphenyl)-indenyl]zirconium